2-(1-methyl-1H-tetrazol-5-ylsulfanyl)-5-nitro-N-(4-phenylamino-phenyl)-benzamide CN1N=NN=C1SC1=C(C(=O)NC2=CC=C(C=C2)NC2=CC=CC=C2)C=C(C=C1)[N+](=O)[O-]